4-(methylsulfonyl)-N-(4-(4-(trifluoromethyl)phenyl)oxazol-2-yl)piperazine-1-carboxamide CS(=O)(=O)N1CCN(CC1)C(=O)NC=1OC=C(N1)C1=CC=C(C=C1)C(F)(F)F